2-(Cyclohexylmethyl)-5-{6-cyclopropyl-4-[4-fluoro-2-(4-methyl-4H-1,2,4-triazol-3-yl)phenyl]-2-pyridyl}-7-(trifluoromethyl)-3,5-dihydro-1,3,5-triaza-4-indenone C1(CCCCC1)CC1=NC=2C(=CN(C(C2N1)=O)C1=NC(=CC(=C1)C1=C(C=C(C=C1)F)C1=NN=CN1C)C1CC1)C(F)(F)F